FC=1C=C2C(NN=C(C2=CC1F)[C@@H](C)N(C(=O)NC1=CC(=C(C=C1)F)F)C)=O (R)-1-(1-(6,7-Difluoro-4-oxo-3,4-dihydrophthalazin-1-yl)ethyl)-1-methyl-3-(3,4-difluorophenyl)urea